ClC1=CC=C(C(=O)C2=C(C(=O)O)C=C(C=C2F)[C@](CC)(C2CCOCC2)O)C=C1 (S)-2-(4-chlorobenzoyl)-3-fluoro-5-(1-hydroxy-1-(tetrahydro-2H-pyran-4-yl)propyl)benzoic acid